BrC=1C=C(C=C2C(=CN(C12)C)C(=O)OC)Cl Methyl 7-bromo-5-chloro-1-methyl-1H-indole-3-carboxylate